C(C)(C)(C)OC(=O)N1C[C@@H](C[C@@H](C1)OS(=O)(=O)C)C.ClC1=CC=C(C=C1)CC(C(C(C)(C)C)=O)N1N=CN=C1 1-(4-chlorophenyl)-4,4-dimethyl-2-(1H-1,2,4-triazol-1-yl)pentan-3-one tert-butyl-(3R,5S)-3-methyl-5-((methylsulfonyl)oxy)piperidine-1-carboxylate